(R)-3-amino-azepane-1-carboxylic acid tert-butyl ester C(C)(C)(C)OC(=O)N1C[C@@H](CCCC1)N